Piperazin-d1 N1(CCNCC1)[2H]